C[C@@]1(C(NCC1)=O)C=1OC(=NN1)C=1C(=C2N(N1)CCC2)NC2=CC=C(C=C2)C(F)(F)F (S)-3-Methyl-3-(5-(3-((4-(trifluoromethyl)phenyl)amino)-5,6-dihydro-4H-pyrrolo[1,2-b]pyrazol-2-yl)-1,3,4-oxadiazol-2-yl)pyrrolidin-2-one